F[C@@H]1C[C@H](N(C1)C(CN1C=NC=C1)=O)C(=O)N[C@H](C1=CC=C(C=C1)C(C)C)C1=CC=CC=C1 (2S,4R)-4-fluoro-1-[2-(1H-imidazol-1-yl)acetyl]-N-[(S)-phenyl[4-(propan-2-yl)phenyl]methyl]pyrrolidine-2-carboxamide